1-butyl-1-methylpyrrolium triflate [O-]S(=O)(=O)C(F)(F)F.C(CCC)[N+]1(C=CC=C1)C